CN1C[C@H](CC1)C(=O)OCC([C@H](C[C@H]1C(NCC1)=O)NC([C@@H](NC(=O)C=1NC2=CC=CC(=C2C1)OC)CC(C)C)=O)=O (3S)-3-({N-[(4-methoxy-1H-indol-2-yl)carbonyl]-L-leucyl}amino)-2-oxo-4-[(3S)-2-oxopyrrolidin-3-yl]butyl (3S)-1-methylpyrrolidine-3-carboxylate